C(C)(C)(C)OC(=O)N1C(=C(C2=CC(=CC(=C12)F)F)C[C@@H](C(=O)O)C)C1=CC=C(C=C1)F (2S)-3-[1-tert-butoxycarbonyl-5,7-difluoro-2-(4-fluorophenyl)indol-3-yl]-2-methyl-propanoic acid